[3-(2,3-Epoxypropoxy)propyl]trimethoxysilane methyl-2-[2-[tert-butyl(dimethyl)silyl]oxyethyl]-5-methyl-pyrazole-3-carboxylate COC(=O)C=1N(N=C(C1)C)CCO[Si](C)(C)C(C)(C)C.C(C1CO1)OCCC[Si](OC)(OC)OC